ClC1=CC(=C(C2=C1O[C@@](O2)(C2CCC(CC2)=O)C)C)C(=O)OC methyl (R)-7-chloro-2,4-dimethyl-2-(4-oxocyclohexyl)benzo[d][1,3]dioxole-5-carboxylate